6,8-dichloro-3-methyl-pyrido[3,2-d]triazin-4-one ClC=1C=C(C=2N=NN(C(C2N1)=O)C)Cl